FC1C2N(CCC3(OCCO3)CC12)C(=O)OCC1=CC=CC=C1 benzyl 8-fluoro-6-azaspiro[bicyclo[5.1.0]octane-3,2'-[1,3]dioxolane]-6-carboxylate